CN1CC(CC1=O)C(=O)ON1C(C2=CC=CC=C2C1=O)=O 1,3-dioxoisoindolin-2-yl 1-methyl-5-oxopyrrolidine-3-carboxylate